(1S,2S,3S)-N-[6-[4-((3R,4R)-4-fluoro-3-methyl-tetrahydrofuran-3-yl)piperazin-1-yl]-7-methyl-3-isoquinolyl]-2-methyl-3-(1-methylpyrazol-4-yl)cyclopropanecarboxamide F[C@@H]1[C@](COC1)(C)N1CCN(CC1)C=1C=C2C=C(N=CC2=CC1C)NC(=O)[C@H]1[C@H]([C@@H]1C=1C=NN(C1)C)C